N-(2-((4-(3-(1-methyl-1H-pyrazol-4-yl)phenyl)thiazol-2-yl)amino)-2-oxoethyl)-1H-pyrrole-3-carboxamide CN1N=CC(=C1)C=1C=C(C=CC1)C=1N=C(SC1)NC(CNC(=O)C1=CNC=C1)=O